5-chloro-N4-(2-dimethylphosphorylphenyl)-N2-(5-Methoxy-2-morpholinyl-phenyl)pyrimidine-2,4-diamine ClC=1C(=NC(=NC1)NC1=C(C=CC(=C1)OC)N1CCOCC1)NC1=C(C=CC=C1)P(=O)(C)C